2-(4-bromo-1-butyl)-1,3-dioxolane BrCCCCC1OCCO1